N1(CCCC1)C/C=C/C(=O)O (2E)-4-(pyrrolidin-1-yl)but-2-enoic acid